2,3-Bis(cyclohexylmethyl)succinate C1(CCCCC1)CC(C(=O)[O-])C(C(=O)[O-])CC1CCCCC1